ClC=1C(=C(C=CC1)CN1[C@@H]2[C@H](C[C@H]1CC2)NC(OC(C)(C)C)=O)C2CCC2 |r| tert-Butyl N-[rac-(1S,2S,4R)-7-[(3-chloro-2-cyclobutyl-phenyl)methyl]-7-azabicyclo[2.2.1]heptan-2-yl]carbamate